2-bromo-6-tert-butylsulfanyl-3-methyl-benzaldehyde BrC1=C(C=O)C(=CC=C1C)SC(C)(C)C